6-(4-chlorophenyl)-N-[(2RS)-3-(dimethylamino)-2-hydroxypropyl]-2-(3-fluorophenyl)-3-oxo-2,3-dihydropyridazine-4-carboxamide ClC1=CC=C(C=C1)C=1C=C(C(N(N1)C1=CC(=CC=C1)F)=O)C(=O)NC[C@H](CN(C)C)O |r|